BrCC1=CC=C(C=C1)[N+](=O)[O-] 1-(bromomethyl)-4-nitro-benzene